FC1=C(C=C(C=C1)N)N 4-fluoro-1,3-diaminobenzene